ON=C(N)C1(CCN(CC1)C(=O)OC(C)(C)C)CCC1=CC=CC=C1 tert-butyl 4-(N'-hydroxycarbamimidoyl)-4-phenethylpiperidine-1-carboxylate